C(C1=CC=CC=C1)SC=1C=CC2=C(OCCN2)C1 7-(benzylthio)-3,4-dihydro-2H-benzo[b][1,4]oxazine